(2R,3S,4S)-4-hydroxy-2-[(4-methoxyphenyl)methyl]pyrrolidin-3-yl 3-ethyloxetane-3-carboxylate C(C)C1(COC1)C(=O)O[C@H]1[C@H](NC[C@@H]1O)CC1=CC=C(C=C1)OC